C(C)SC1=CC2=C(NC(N2C)=O)C=C1C1=NC=2C(=NC=C(C2)C(F)(F)F)N1C 5-ethylsulfanyl-3-methyl-6-[3-methyl-6-(trifluoromethyl)imidazo[4,5-b]pyridin-2-yl]-1H-benzimidazol-2-one